OC1=C(CCC2=CC(=C(C(=C2)O)OC)O)C=CC=C1 2',3,5-trihydroxy-4-methoxyl-bibenzyl